C(=CC)OC1=C(C=C(C=C1)C(C)=O)F 1-(4-(propenoxy)-3-fluorophenyl)ethan-1-one